(2-methoxyethyl)-1H-benzo[d]imidazole-carboxylic acid COCCN1C(=NC2=C1C=CC=C2)C(=O)O